COC(=O)C1=CC2=C(N(C=N2)CC2=CC=C(C=C2)B(O)O)C=C1 (4-((5-(methoxycarbonyl)-1H-benzo[d]imidazol-1-yl)methyl)phenyl)boronic acid